(difluoromethoxy)-4,6-dimethoxy-pyrimidin-2-amine FC(OC=1C(=NC(=NC1OC)N)OC)F